OC(=O)C(F)(F)F.ONC(C1=CC=C(C=C1)CS(NCCN1CCC(CC1)CNC1C(C1)C1=CC=CC=C1)(=O)=O)=O N-hydroxy-4-((N-(2-(4-(((2-phenylcyclopropyl)amino)methyl)piperidin-1-yl)ethyl)sulfamoyl)methyl)benzamide TFA Salt